C1CCC2=C(C=3CCCC3C=C12)NC(=O)NS(=O)(=O)C1=CC(=C(C=C1)OC)CB1O[C@@]2([C@H](O1)C[C@H]1C([C@@H]2C1)(C)C)C N-((1,2,3,5,6,7-hexahydro-s-indacen-4-yl)carbamoyl)-4-methoxy-3-(((3aS,4S,6S,7aR)-3a,5,5-trimethylhexahydro-4,6-methanobenzo[d][1,3,2]dioxaborol-2-yl)methyl)benzenesulfonamide